N=1SN=C2C1C=CC=C2C(C)NC=2OC=CN2 N-[1-(2,1,3-benzothiadiazol-4-yl)ethyl]-1,3-oxazol-2-amine